C(N)(=O)C=1C(=NNC1NC1=NC(=CC=C1)C(F)(F)F)C1=CC=C(C=C1)NC(=O)C=1C=NN(C1)C1=CC=C(C=C1)Cl N-(4-(4-carbamoyl-5-((6-(trifluoromethyl)pyridin-2-yl)amino)-1H-pyrazol-3-yl)phenyl)-1-(4-chlorophenyl)-1H-pyrazole-4-carboxamide